NC1=NC=CC=C1C1=NC=2C(=NC(=CC2)S(=O)(=O)C)N1C1=CC=C(CN2CCC(CC2)NC2=NC(=NC=C2)C#N)C=C1 4-((1-(4-(2-(2-aminopyridin-3-yl)-5-(methylsulfonyl)-3H-imidazo[4,5-b]pyridin-3-yl)benzyl)piperidin-4-yl)amino)pyrimidine-2-carbonitrile